(R)-2-(3-(6-(5-azaspiro[2.4]heptan-7-ylamino)pyridin-2-yl)imidazo[1,2-a]-pyridin-6-yl)propan-2-ol C1CC12CNC[C@@H]2NC2=CC=CC(=N2)C2=CN=C1N2C=C(C=C1)C(C)(C)O